{4-[2-((S)-2-Amino-4,5-dihydro-oxazol-4-yl)-ethyl]-2-methyl-phenyl}-(5-chloro-pyrimidin-2-yl)-amine NC=1OC[C@@H](N1)CCC1=CC(=C(C=C1)NC1=NC=C(C=N1)Cl)C